C1(CC1)C=1N(C=2N(C(C1)=O)N=C(N2)C=2CCOCC2)CC(=O)NC2=CC=C(C=C2)C(F)(F)F 2-(5-Cyclopropyl-2-(3,6-dihydro-2H-pyran-4-yl)-7-oxo-[1,2,4]triazolo[1,5-a]pyrimidin-4(7H)-yl)-N-(4-(trifluoromethyl)phenyl)acetamide